Ethyl 5-chloro-4-methoxy-pyrazolo[1,5-a]pyridine-3-carboxylate ClC1=C(C=2N(C=C1)N=CC2C(=O)OCC)OC